CN1N=C(C=C1)C1=C(C=NC(=C1)N1CC2(CC2)CC1)C1CN(CC1)C(C=C)=O 1-(3-(4-(1-methyl-1H-pyrazol-3-yl)-6-(5-azaspiro[2.4]heptan-5-yl)pyridin-3-yl)pyrrolidin-1-yl)prop-2-en-1-one